tert-butyl 4-[[2-(2,6-dioxo-3-piperidyl)-1,3-dioxo-isoindolin-4-yl]amino]butanoate O=C1NC(CCC1N1C(C2=CC=CC(=C2C1=O)NCCCC(=O)OC(C)(C)C)=O)=O